2-(2,4-dimethyl-3-cyclohexen-1-yl)-5-methyl-5-(1-methylpropyl)-1,3-dioxane CC1C(CCC(=C1)C)C1OCC(CO1)(C(CC)C)C